4-(((1-Methyl-3-phenyl-1H-pyrazolo[3,4-d]pyrimidin-4-yl)amino)methyl)-benzenesulfonamide CN1N=C(C=2C1=NC=NC2NCC2=CC=C(C=C2)S(=O)(=O)N)C2=CC=CC=C2